2-(3-methoxyphenyl)-1-((4-methoxyphenyl)ethynyl)-1,2,3,4-tetrahydroisoquinoline COC=1C=C(C=CC1)N1C(C2=CC=CC=C2CC1)C#CC1=CC=C(C=C1)OC